chloro-N-(4-(chlorodifluoromethoxy)phenyl)-6-cyclopropylquinolin-2-amine ClC=1C(=NC2=CC=C(C=C2C1)C1CC1)NC1=CC=C(C=C1)OC(F)(F)Cl